isobutane-1-sulfonic acid [3-[5-phenyl-1H-pyrrolo[2,3-b]pyridine-3-carbonyl]-2,4-difluoro-phenyl]-amide C1(=CC=CC=C1)C=1C=C2C(=NC1)NC=C2C(=O)C=2C(=C(C=CC2F)NS(=O)(=O)CC(C)C)F